N1=CC(=CC=C1)C1(CCCC1)C(=O)OCC ethyl 1-(pyridin-3-yl)cyclopentane-1-carboxylate